tert-butyl (R)-2-methyl-4-(5-phenyl-7-tosyl-7H-pyrrolo[2,3-d]pyrimidin-4-yl)piperazine-1-carboxylate C[C@H]1N(CCN(C1)C=1C2=C(N=CN1)N(C=C2C2=CC=CC=C2)S(=O)(=O)C2=CC=C(C)C=C2)C(=O)OC(C)(C)C